(1R,2R)-3-(2-Dimethylaminomethyl-cyclohexyl)-phenol CN(C)C[C@H]1[C@@H](CCCC1)C=1C=C(C=CC1)O